hydroxy-γ-butyrolactone OC1C(=O)OCC1